CN1C(C2=CC=CC=C2C=C1)=O 2-methylisoquinolin-1-one